C1OC2=C(SC=C2OC1)C(F)(F)F 3,4-ethylenedioxy-2-(trifluoromethyl)thiophene